N[C@@H](CCC(=O)O)C(=O)O trans-glutamic acid